OC1CCN(CC1)C=1C=CC(=NC1)NC=1C=C(C(=C2CNC(C12)=O)C1=C2C=CN(C2=CC=C1)C)C 7-((5-(4-hydroxypiperidin-1-yl)pyridin-2-yl)amino)-5-methyl-4-(1-methyl-1H-indol-4-yl)isoindolin-1-one